C[C@@H]1N(C[C@@H]2NCC[C@@H]21)C(=O)[O-] |r| rac-(3aS,4S,6aR)-4-methylhexahydropyrrolo[3,4-b]pyrrole-5(1H)-carboxylate